CC1=CC(CCC1)C(C(C)N)(N)C1C=C(CCC1)C di(3-methyl-2-cyclohexenyl)-1,2-diaminopropane